(R)-1-(4-chlorophenyl)-2-(2,6-dibromophenoxy)ethan-1-ol ClC1=CC=C(C=C1)[C@H](COC1=C(C=CC=C1Br)Br)O